1-oxo-7-((5-(piperazin-1-yl)pyridin-2-yl)amino)-2,3-dihydro-1H-pyrrolo[3,4-c]pyridin O=C1NCC=2C=NC=C(C21)NC2=NC=C(C=C2)N2CCNCC2